C1(=CC=CC=C1)C=1OC(=C(N1)N1CCC=2C=CC=NC2C1=O)C1=CC=C(C=C1)C(F)(F)F 7-{2-phenyl-5-[4-(trifluoromethyl)phenyl]-1,3-oxazol-4-yl}-5,6,7,8-tetrahydro-1,7-naphthyridin-8-one